CC/C=C/CCCCCCCCCCCCCCC=C 19-Eicosadiene